C1(=CC=CS1)COC(CC)(C)CC thenyl-ethyl-methyl-ethyl-carbinol